nonaldehyde C(CCCCCCCC)=O